FC(S(=O)(=O)N(P(=O)(N)N)S(=O)(=O)C(F)(F)F)(F)F bis-trifluoromethanesulfonyl-phosphoramide